[6-(3-isopropoxy-phenyl)-naphthalen-2-yl]-methanol C(C)(C)OC=1C=C(C=CC1)C=1C=C2C=CC(=CC2=CC1)CO